dicyanomethylene-4h-pyran C(#N)C(C#N)=C1C=COC=C1